4-(6-(4-acrylamidophenyl)-4-aminopyrazolo[5,1-f][1,2,4]triazin-5-yl)-N-(3,3-difluorocyclobutyl)-2-methoxybenzamide C(C=C)(=O)NC1=CC=C(C=C1)C1=NN2N=CN=C(C2=C1C1=CC(=C(C(=O)NC2CC(C2)(F)F)C=C1)OC)N